CC=1C(=NC2=CC=C(C=C2C1)C)N1CCOCC1 3,6-dimethyl-2-morpholino-quinoline